N1=C(C=CC2=CC=CC=C12)CN1CCOCC1 4-(quinolin-2-ylmethyl)morpholine